di(4-(2,6-dimethylphenyl)phenyl)amine CC1=C(C(=CC=C1)C)C1=CC=C(C=C1)NC1=CC=C(C=C1)C1=C(C=CC=C1C)C